CN1N=CC(=C1O[C@H](CNC(OC(C)(C)C)=O)C)C=1C=C2C(=C(N1)C)N(N=C2C=C)C2OCCCC2 tert-butyl N-[(2S)-2-[2-methyl-4-(7-methyl-1-tetrahydropyran-2-yl-3-vinyl-pyrazolo[3,4-c]pyridin-5-yl)pyrazol-3-yl]oxypropyl]carbamate